methyl 5-[3-[2,4-difluoro-3-(methanesulfonamido)benzoyl]-1-(oxan-2-yl)pyrazolo[3,4-b]pyridin-5-yl]pyridine-2-carboxylate FC1=C(C(=O)C2=NN(C3=NC=C(C=C32)C=3C=CC(=NC3)C(=O)OC)C3OCCCC3)C=CC(=C1NS(=O)(=O)C)F